C(#N)C1=CC=C(C=C1)N1N=CC(=C1)[C@H](C(=O)NC1=NNC(=C1)C1CC1)C (R)-2-(1-(4-cyanophenyl)-1H-pyrazol-4-yl)-N-(5-cyclopropyl-1H-pyrazol-3-yl)propanamide